O=C1NC(CCC1NC1=CC=C(OC2C[C@@H]3[C@@H](CN(C3)C(=O)OC(C)(C)C)C2)C=C1)=O tert-butyl (3aR,5r,6aS)-5-(4-((2,6-dioxopiperidin-3-yl)amino)phenoxy)hexahydrocyclopenta[c]pyrrole-2(1H)-carboxylate